2-difluoromethylpyridine-4-boronic acid FC(C1=NC=CC(=C1)B(O)O)F